CN1C(C2=C(C=CC=C2C1)NC1=NC(=NC=C1C(F)(F)F)SC)=O 2-methyl-7-((2-(methylthio)-5-(trifluoromethyl)pyrimidin-4-yl)amino)isoindolin-1-one